[Si](C)(C)(C(C)(C)C)OCCCC1=C(NC2=C(C=CC=C12)C=1C(=NN(C1C)CCN1CCOCC1)CO)C(=O)OCC ethyl 3-(3-((tert-butyldimethylsilyl)oxy)propyl)-7-(3-(hydroxymethyl)-5-methyl-1-(2-morpholinoethyl)-1H-pyrazol-4-yl)-1H-indole-2-carboxylate